(3S)-3-[[(tert-butyldimethylsilyl)oxy]methyl]-4-[3-(2-methoxyethyl)pyrazine-2-carbonyl]morpholine [Si](C)(C)(C(C)(C)C)OC[C@H]1N(CCOC1)C(=O)C1=NC=CN=C1CCOC